6-(6-chloropyridin-2-yl)-N2-(5-fluoropyridin-3-yl)-N4-isopropyl-1,3,5-triazine-2,4-diamine ClC1=CC=CC(=N1)C1=NC(=NC(=N1)NC=1C=NC=C(C1)F)NC(C)C